4,4,5,5-tetramethyl-2-(2-(6-phenyldibenzo[b,d]thiophen-4-yl)phenyl)-1,3,2-dioxaborolane CC1(OB(OC1(C)C)C1=C(C=CC=C1)C1=CC=CC2=C1SC1=C2C=CC=C1C1=CC=CC=C1)C